BrC1=CC2=C(C=C1)NC1=CC=CC=C1C21CCCC1 2-bromo-10H-spiro[acridine-9,1'-cyclopentane]